O1C(=CC=C1)C(=O)[O-].O1C(=CC=C1)C(=O)[O-].O1C(=CC=C1)C(=O)[O-].O[Si](CCCC1=CC=C(C=C1)[S+](C1=CC=CC=C1)C1=CC=CC=C1)(C)C.O[Si](C)(C)CCCC1=CC=C(C=C1)[S+](C1=CC=CC=C1)C1=CC=CC=C1.O[Si](C)(C)CCCC1=CC=C(C=C1)[S+](C1=CC=CC=C1)C1=CC=CC=C1 4-{3-(hydroxydimethylsilyl)propyl}phenyldiphenylsulfonium trifurate